Ethyl 5-(4-ethynylphenoxy)-1H-1,2,3-triazole-4-carboxylate C(#C)C1=CC=C(OC2=C(N=NN2)C(=O)OCC)C=C1